(1r,3r,4r)-4-bromo-3-hydroxy-cyclohexylcarboxylic acid Br[C@H]1[C@@H](C[C@@H](CC1)C(=O)O)O